C1(=CC=CC=C1)C1=NC(=NC(=N1)C1=CC=CC=C1)C1=C(C=CC(=C1)B1OC(C(O1)(C)C)(C)C)C=1C=NC=CC1 2,4-diphenyl-6-(2-(pyridin-3-yl)-5-(4,4,5,5-tetramethyl-1,3,2-dioxaborolan-2-yl)phenyl)-1,3,5-triazine